OCC=1CN(C2=CC=CC=C2C1)C 3-(hydroxymethyl)-1-methylquinoline